3-{4-[(2-amino-4-pyrimidinyl)oxy]-3-ethylphenyl}-4-hydroxy-1-[4-(4-morpholinyl)-3-(trifluoromethyl)phenyl]-2-imidazolidinone NC1=NC=CC(=N1)OC1=C(C=C(C=C1)N1C(N(CC1O)C1=CC(=C(C=C1)N1CCOCC1)C(F)(F)F)=O)CC